NC=1C2=C(N=CN1)N(C=C2C2=CC=C(C=1N2C=CN1)NC(=O)NC1=NOC(=C1)C1(CC1)C(F)(F)F)C=1C=NC=CC1 1-(5-(4-AMINO-7-(PYRIDIN-3-YL)-7H-PYRROLO[2,3-D]PYRIMIDIN-5-YL)IMIDAZO[1,2-A]PYRIDIN-8-YL)-3-(5-(1-(TRIFLUOROMETHYL)CYCLOPROPYL)ISOXAZOL-3-YL)UREA